3-((11-(cyclohexyldimethylsilyl)undec-10-yn-1-yl)thio)propyl hydrogen ((((R)-1-(6-amino-9H-purin-9-yl)propan-2-yl)oxy)methyl)phosphonate NC1=C2N=CN(C2=NC=N1)C[C@@H](C)OCP(OCCCSCCCCCCCCCC#C[Si](C)(C)C1CCCCC1)(O)=O